1-ethoxycarbonyl-5-methyl-6,7-dihydro-4H-2-benzothiophene-5-carboxylic acid C(C)OC(=O)C=1SC=C2C1CCC(C2)(C(=O)O)C